5-methoxybenzo[d]oxazol-2-amine COC=1C=CC2=C(N=C(O2)N)C1